CC(C)([C@@H](CCCCC)C1=CC=CC=C1)C=1C=C(C=C(C1)O)O (S)-5-(2-methyl-3-phenyloctan-2-yl)benzene-1,3-diol